ClC1=CC(=C(N=N1)N[C@H]1CN(CCC1)CCO)C (R)-2-(3-((6-Chloro-4-methylpyridazin-3-yl)amino)piperidin-1-yl)ethan-1-ol